N-(2-iodo-4-(trifluoromethoxy)phenyl)-6-methoxy-2-(trifluoromethyl)-1H-imidazo[4,5-b]pyrazin-5-amin IC1=C(C=CC(=C1)OC(F)(F)F)NC=1N=C2C(=NC1OC)NC(=N2)C(F)(F)F